5-(2,4-difluorophenyl)-N-(1-(4-hydroxy-4-methylcyclohexyl)-3-(2-oxo-2-((2-phenylpropan-2-yl)amino)ethyl)azetidin-3-yl)isoxazole-3-carboxamide FC1=C(C=CC(=C1)F)C1=CC(=NO1)C(=O)NC1(CN(C1)C1CCC(CC1)(C)O)CC(NC(C)(C)C1=CC=CC=C1)=O